COC(=O)C1(CC1)C(C)NCCO 1-(1-((2-hydroxyethyl)amino)ethyl)cyclopropane-1-carboxylic acid methyl ester